3-(4-(trifluoromethyl)thiazol-2-yl)cyclobutan-1-one Ethyl-5-amino-2'-fluoro-6-(5-methyl-1-(tetrahydro-2H-pyran-2-yl)-1H-indazol-4-yl)-[2,3'-bipyridine]-4-carboxylate C(C)OC(=O)C1=CC(=NC(=C1N)C1=C2C=NN(C2=CC=C1C)C1OCCCC1)C=1C(=NC=CC1)F.FC(C=1N=C(SC1)C1CC(C1)=O)(F)F